1-[3-bromo-5-(2-hydroxyethylamino)phenyl]-3-(3,5-difluoro-2-hydroxymethylphenyl)urea BrC=1C=C(C=C(C1)NCCO)NC(=O)NC1=C(C(=CC(=C1)F)F)CO